Ethyl 4-(4-(3-azabicyclo[4.1.0]heptan-6-yl)phenyl)-7-(4-(trifluoromethyl)phenyl)-2-naphthoate C12CNCCC2(C1)C1=CC=C(C=C1)C1=CC(=CC2=CC(=CC=C12)C1=CC=C(C=C1)C(F)(F)F)C(=O)OCC